The molecule is an hydroperoxy(hydroxy)icosatetraenoate that is the conjugate base of (5S)-hydroxy-(15S)-hydroperoxy-(6E,8Z,11Z,13E)-icosatetraenoic acid; major species at pH 7.3. It is a conjugate base of a (5S)-hydroxy-(15S)-hydroperoxy-(6E,8Z,11Z,13E)-icosatetraenoic acid. CCCCC[C@@H](/C=C/C=C\\C/C=C\\C=C\\[C@H](CCCC(=O)[O-])O)OO